C12N(CC(NC1)CC2)C=2C1=C(N=C(N2)OC([2H])([2H])[C@H]2N(CCC2)C)CN(CC1)C=1C=C(C=C(C1C(F)(F)F)Cl)O 3-(4-(2,5-Diazabicyclo[2.2.2]octan-2-yl)-2-(((S)-1-methylpyrrolidin-2-yl)methoxy-d2)-5,8-dihydropyrido[3,4-d]pyrimidin-7(6H)-yl)-5-chloro-4-(trifluoromethyl)phenol